5-[6-amino-1-[(2,6-difluoro-4-nitro-phenyl)methyl]Pyrazolo[3,4-d]Pyrimidin-4-yl]Pyridine-3-carbonitrile NC1=NC(=C2C(=N1)N(N=C2)CC2=C(C=C(C=C2F)[N+](=O)[O-])F)C=2C=C(C=NC2)C#N